1-(4-Phenylquinolin-3-yl)ethan-1-one C1(=CC=CC=C1)C1=C(C=NC2=CC=CC=C12)C(C)=O